4-((3-methyl-1-oxo-1-(((3aR,9bR)-2,4,4-trimethyl-7-pentyl-3,3a,4,9b-tetrahydrocyclopenta[c]chromen-9-yl)oxy)butan-2-yl)amino)-4-oxobutanoic acid CC(C(C(OC=1C=2[C@H]3[C@H](C(OC2C=C(C1)CCCCC)(C)C)CC(=C3)C)=O)NC(CCC(=O)O)=O)C